[NH4+].O=CCCCCC(=O)[O-] 6-oxohexanoic acid ammonium salt